1-(4-(3-aminopropoxy)phenylsulfonyl)-4-(2,6-dichlorobenzamido)-N-(piperidin-4-yl)-1H-pyrazole-3-carboxamide NCCCOC1=CC=C(C=C1)S(=O)(=O)N1N=C(C(=C1)NC(C1=C(C=CC=C1Cl)Cl)=O)C(=O)NC1CCNCC1